2-{[4-(1-methylpyrazol-4-yl)phenyl]amino}-5-(trifluoromethyl)pyrimidin CN1N=CC(=C1)C1=CC=C(C=C1)NC1=NC=C(C=N1)C(F)(F)F